[2H]C([2H])([2H])OS(=O)(=O)C1=CC=C(C=C1)C methyl-D3 toluenesulfonate